(S)-methyl (4-(4-((2-amino-2,4-dimethylpentyl)oxy)-3-((dimethylamino)methyl)phenyl)pyridin-2-yl)carbamate N[C@](COC1=C(C=C(C=C1)C1=CC(=NC=C1)NC(OC)=O)CN(C)C)(CC(C)C)C